N1=C(C=CC=C1)C(=O)NC1=CC=C(C=C1)B(O)O 4-(pyridin-2-yl)formylaminophenyl-boronic acid